benzyl-L-glutamic acid anhydride C(C1=CC=CC=C1)N[C@H]1CCC(=O)OC1=O